3-(4-chlorophenyl)propionyl chloride ClC1=CC=C(C=C1)CCC(=O)Cl